3-(4-(((7-fluorobenzo[d]thiazol-2-yl)(4-methoxyphenethyl)amino)-methyl)phenyl)propiolamide FC1=CC=CC=2N=C(SC21)N(CCC2=CC=C(C=C2)OC)CC2=CC=C(C=C2)C#CC(=O)N